4-fluoro-3-(4-(3-(8-fluoro-5-methyl-1-oxo-1,2-dihydroisoquinolin-3-yl)propanoyl)piperazin-1-yl)benzonitrile FC1=C(C=C(C#N)C=C1)N1CCN(CC1)C(CCC=1NC(C2=C(C=CC(=C2C1)C)F)=O)=O